C(#C)[SiH]1C[SiH](C[SiH](C1)C#C)C#C 1,3,5-Triethynyl-1,3,5-Trisilacyclohexane